1-(2-(diethylamino)ethoxy)phthalazine-6-carboxamide C(C)N(CCOC1=NN=CC2=CC(=CC=C12)C(=O)N)CC